tert-butyl-(3-(3-(5-chloro-4-(5,5-dimethyl-5,6-dihydro-4H-pyrrolo[1,2-b]pyrazol-3-yl) pyridin-2-yl) ureido) cyclohexyl) carbamate C(N)(OC1(CC(CCC1)NC(=O)NC1=NC=C(C(=C1)C1=C2N(N=C1)CC(C2)(C)C)Cl)C(C)(C)C)=O